C(C)C1C(NCCCNCCCNC1=O)=O 7-ethyl-1,5,9-triazacyclododecane-6,8-dione